COC1=CC(=CC2=C1N(C(=N2)C([C@@H](N)CC2=CC=CC=C2)=O)CCC)C(=O)N 7-methoxy-2-(3-phenylalanyl)-1-propyl-1H-benzo[d]imidazole-5-amide